BrC=1C=C(C=CC1)C1(COC1)CC1=NNC(N1C)=S 3-((3-(3-bromophenyl)oxetan-3-yl)methyl)-4-methyl-1H-1,2,4-triazole-5(4H)-thione